Cl.CS(=O)(=O)N1CC(NCC1)C1=NC=C(C=C1)C(F)(F)F 1-(methylsulfonyl)-3-(5-(trifluoromethyl)pyridin-2-yl)piperazine hydrochloride